3-nitro-5-(piperazin-1-yl)-1H-pyrrolo[3,2-b]pyridine [N+](=O)([O-])C1=CNC=2C1=NC(=CC2)N2CCNCC2